BrC=1C=C(SC1Br)C(CCCCC(=O)OC)=O Methyl 6-(4,5-dibromothien-2-yl)-6-oxohexanoate